7-bromo-5-isopropoxybenzo[b]thiophene-2-carboxylic acid BrC1=CC(=CC2=C1SC(=C2)C(=O)O)OC(C)C